O1CCN(CC1)CC#CC1=NN=C(O1)[C@@]12CN(C[C@]2(C1)C(F)(F)F)C1=C2C=CC=NC2=C(C=C1)C#N 5-((1S,5R)-1-(5-(3-morpholinoprop-1-yn-1-yl)-1,3,4-oxadiazol-2-yl)-5-(trifluoromethyl)-3-azabicyclo[3.1.0]hexan-3-yl)quinoline-8-carbonitrile